1,4-phenylene diacetate C(C)(=O)OC1=CC=C(C=C1)OC(C)=O